2-[(3S)-5-cyclohexyl-3-{[5-(2,6-dimethoxyphenyl)-1-(2-methylpropyl)-1H-pyrazol-3-yl]formamido}pentanamido]acetic acid C1(CCCCC1)CC[C@@H](CC(=O)NCC(=O)O)NC(=O)C1=NN(C(=C1)C1=C(C=CC=C1OC)OC)CC(C)C